C1(CC1)N1N=C(C(=C1)NC(=O)C=1N=C(SC1)C=1C=NN(C1)C)C1CC1 N-(1,3-dicyclopropyl-1H-pyrazol-4-yl)-2-(1-methyl-1H-pyrazol-4-yl)-1,3-thiazole-4-carboxamide